2,3-dimethyl-2,3-diphenyl-hexane CC(C)(C(CCC)(C1=CC=CC=C1)C)C1=CC=CC=C1